NC[C@@]1(OC2=C([C@@H]1C)C(=C(C=C2)Cl)C2=C(C(=O)N)C=CC(=C2F)OC(F)F)C2=CC=CC=C2 2-((2S,3S,4S)-2-(aminomethyl)-5-chloro-3-methyl-2-phenyl-2,3-dihydrobenzofuran-4-yl)-4-(difluoromethoxy)-3-fluorobenzamide